N-(6-amino-5-methyl-3-pyridyl)-2-[(2S,5R)-2-(4-fluorophenyl)-4-isobutyl-5-methyl-piperazin-1-yl]-2-oxo-acetamide NC1=C(C=C(C=N1)NC(C(=O)N1[C@H](CN([C@@H](C1)C)CC(C)C)C1=CC=C(C=C1)F)=O)C